CC1=CC(=NC(=N1)N1CCCC1)N1CC2(C=3C=NC(=CC31)NC(C)=O)CC2 N-(1'-(6-methyl-2-(pyrrolidin-1-yl)pyrimidin-4-yl)-1',2'-dihydrospiro[cyclopropane-1,3'-pyrrolo[3,2-c]pyridin]-6'-yl)acetamide